O=C1NC(CCC1N1C(C2=CC=C(C=C2C1=O)N1CCN(CC1)CCCCC(=O)OC(C)(C)C)=O)=O tert-butyl 5-(4-(2-(2,6-dioxopiperidin-3-yl)-1,3-dioxoisoindolin-5-yl)piperazin-1-yl)pentanoate